N(=[N+]=[N-])[C@](C)(CC)C1=CN=C(C2=CN=C(C=C12)Cl)Cl (R)-4-(2-Azidobutan-2-yl)-1,6-dichloro-2,7-naphthyridine